tert-Butyl 2-[2-(1-methyl-4-phenyl-imidazol-2-yl)ethynyl]-4-morpholino-6,8-dihydro-5H-pyrido[3,4-d]pyrimidine-7-carboxylate CN1C(=NC(=C1)C1=CC=CC=C1)C#CC=1N=C(C2=C(N1)CN(CC2)C(=O)OC(C)(C)C)N2CCOCC2